C(#N)C1=CC=C(C=C1)COC1=NN(C=C1)C1CCN(CC1)CC1=NC2=C(N1CC1=CN=CN1CC)C=C(C=C2)C(=O)OC methyl 2-[(4-{3-[(4-cyanophenyl)methoxy]-1H-pyrazol-1-yl}piperidin-1-yl)methyl]-1-[(1-ethyl-1H-imidazol-5-yl)methyl]-1H-benzimidazole-6-carboxylate